7-(Cyclopentylamino)-5-fluoro-2-(((trans-6-fluoroazepan-4-yl)thio)methyl)quinazolin-4(3H)-one C1(CCCC1)NC1=CC(=C2C(NC(=NC2=C1)CS[C@@H]1CCNC[C@H](C1)F)=O)F